C[Si](O[Si](O[Si](C1=CC=CC=C1)(C)C)(C1=CC=CC=C1)C1=CC=CC=C1)(C1=CC=CC=C1)C 1,1,5,5-tetramethyl-1,3,3,5-tetraphenyltrisiloxane